C(CCCCCCC\C=C/C\C=C/CCCCC)OCC(O)CO 1-Monolinoleyl-glycerol